FC1C2C3CCCCC3CCCCCN3CCC[C@@]4([C@@H]3CC1CCC2)NCCOC4 |o1:18,19| Rel-(3S,18'S)-24'-fluoro-13'-azaspiro[morpholine-3,17'-tetracyclo[18.3.1.02,7.013,18]tetracosane]